1,4-dihydroxypentane OCCCC(C)O